gamma-octanolactone C1(CC(CCCCC)O1)=O